4-(4-phenoxyphenyl)butanal O(C1=CC=CC=C1)C1=CC=C(C=C1)CCCC=O